CC1=CC=C(O1)C([O-])=S 5-methylfuran-2-thiocarboxylate